F[B-](F)(F)F.F[N+]1=CC=CC=C1 1-fluoropyridinium tetrafluoroborate